OCCN1N=CC(=C1)C1=CN2C(S1)=C(C=N2)C(=O)NC=2C(=NC=C(C2)NC(CN2[C@@H](CCCC2)C)=O)C |r| (RS)-2-(1-(2-hydroxyethyl)-1H-pyrazol-4-yl)-N-(2-methyl-5-(2-(2-methylpiperidin-1-yl)acetamido)pyridin-3-yl)pyrazolo[5,1-b]thiazole-7-carboxamide